4-ethanimidoyl-2-methylsulfanyl-6-(1,4-oxazepan-4-yl)pyrimidine-5-carboxylic acid C(C)(=N)C1=NC(=NC(=C1C(=O)O)N1CCOCCC1)SC